CN(C=C(C(=O)C1=NC=C(C=C1)O)S(=O)(=O)CC)C 3-(dimethylamino)-2-(ethylsulfonyl)-1-(5-hydroxypyridin-2-yl)prop-2-en-1-one